COC(CCN[C@@H](CC(=O)OC)C1=CC=CC=C1)=O methyl (S)-3-((3-methoxy-3-oxopropyl) amino)-3-phenylpropionate